2-methyl-1,4-phenylene-bis[4-(3-acryloxypropoxy) benzoate] CC1=C(C=CC(=C1)C1=C(C(=O)[O-])C=CC(=C1)OCCCOC(C=C)=O)C1=C(C(=O)[O-])C=CC(=C1)OCCCOC(C=C)=O